N-methyl-pyrrolidinedione CN1C(C(CC1)=O)=O